(S)-2-[2-(2-chloro-phenyl)-5,6-difluoro-benzoimidazol-1-yl]-2,N-dicyclohexyl-acetamide ClC1=C(C=CC=C1)C1=NC2=C(N1[C@H](C(=O)NC1CCCCC1)C1CCCCC1)C=C(C(=C2)F)F